BrC1=C(C2=C(NC3=C(C(=C(C(=C23)[2H])[2H])[2H])[2H])C(=N1)[2H])[2H] 3-Bromo-9H-pyrido[3,4-b]indole-1,4,5,6,7,8-d6